FC=1C=C2C(=CC=NC2=CC1)NC=1C=C(C(=O)NC2=CC(=CC=C2)NC2=NC=NC=C2)C=CC1 3-((6-fluoroquinolin-4-yl)amino)-N-(3-(pyrimidin-4-ylamino)phenyl)benzamide